CN(C[C@H](C)OC1=C(C(=O)NC=2N=NC=CC2C)C=C(C(=C1)N1N=C2N(CCCC2)C1=O)F)C 2-{[(2S)-1-(dimethylamino)propan-2-yl]oxy}-5-fluoro-N-(4-methylpyridazin-3-yl)-4-(3-oxo-5,6,7,8-tetrahydro[1,2,4]triazolo[4,3-a]pyridin-2(3H)-yl)benzamide